N,N,N-trimethylmethylammonium iodide [I-].C[N+](C)(C)C